5-[1-(2,6-dioxo-3-piperidyl)-3-methyl-2-oxo-benzoimidazol-4-yl]-3,6-dihydro-2H-pyridine-1-carboxylic acid tert-butyl ester C(C)(C)(C)OC(=O)N1CCC=C(C1)C1=CC=CC=2N(C(N(C21)C)=O)C2C(NC(CC2)=O)=O